3-((2-amino-3-chloro-7-(1H-pyrazol-3-yl)quinolin-4-yl)amino)propan-1-ol NC1=NC2=CC(=CC=C2C(=C1Cl)NCCCO)C1=NNC=C1